COC(C(CC)=O)C 4-methoxypropionone